CC(C)(C)OC(=O)N1CC(C1)I.NCCCCCC1=C(C(=O)N)C=CC=C1 (5-Aminopentyl)benzamide 2-methylpropan-2-yl-3-iodoazetidine-1-carboxylate